N-benzyl-trimethyl-ammonium hydroxide [OH-].C(C1=CC=CC=C1)[N+](C)(C)C